undecan-1-imine oxide C(CCCCCCCCCC)=[NH+][O-]